3-carboxy-4-methyl-5-propyl-2-furanpropionate C(=O)(O)C1=C(OC(=C1C)CCC)CCC(=O)[O-]